Benzoyl-5'-O-(4,4'-dimethoxytrityl)-2'-O-methylcytidine C(C1=CC=CC=C1)(=O)[C@@]1([C@H](OC)[C@H](O)[C@@H](COC(C2=CC=C(C=C2)OC)(C2=CC=C(C=C2)OC)C2=CC=CC=C2)O1)N1C(=O)N=C(N)C=C1